ethyl (S)-3-(2'-ethylbiphenyl-3-yl)-3-(3-(4-hydroxy-1,5-dimethyl-2-oxo-1,2-dihydro pyridin-3-yl)ureido)propanoate C(C)C1=C(C=CC=C1)C1=CC(=CC=C1)[C@H](CC(=O)OCC)NC(=O)NC=1C(N(C=C(C1O)C)C)=O